The molecule is a sulfide mineral with formula CuFeS2. Chalcopyrite is the most important copper ore It is a sulfide mineral, a member of iron(2+) sulfides and a copper sulfide. [S-2].[S-2].[Fe+2].[Cu+2]